((2S,4S)-1-(but-2-ynoyl)-4-(7-(2-chloro-3-methylphenyl)-6-fluoro-8-methyl-4-(3-oxomorpholino)-1H-[1,2,3]triazolo[4,5-c]quinolin-1-yl)piperidin-2-yl)acetonitrile C(C#CC)(=O)N1[C@@H](C[C@H](CC1)N1N=NC=2C(=NC=3C(=C(C(=CC3C21)C)C2=C(C(=CC=C2)C)Cl)F)N2C(COCC2)=O)CC#N